CC1=NC=C(C(=C1)C1=CC=2N(C=C1)N=C(C2)NC2=CC=C(C=N2)C(=O)NC2CCOCC2)OC2C[C@@H]1COC[C@H](C2)N1 6-[[5-[2-methyl-5-[[(1S,5R,7s)-3-oxa-9-azabicyclo[3.3.1]nonan-7-yl]oxy]-4-pyridyl]pyrazolo[1,5-a]pyridin-2-yl]amino]-N-tetrahydropyran-4-yl-pyridine-3-carboxamide